C(C1=CC=CC=C1)OCCC(C#C)O 5-(benzyloxy)pent-1-yn-3-ol